O=C1NC(CCC1N1C(C2=CC=CC(=C2C1)N(CCCC=1C(=NC=CC1)C(=O)N)C)=O)=O (3-((2-(2,6-dioxopiperidin-3-yl)-1-oxoisoindolin-4-yl)(methyl)amino)propyl)picolinamide